1-(2-chloro-6-fluorophenyl)-5-(chloromethyl)-4-cyclopropyl-1H-pyrazole ClC1=C(C(=CC=C1)F)N1N=CC(=C1CCl)C1CC1